COC1=C(C(=CC=C1)OC)C1=CC(=NN1C1=C(C=C(C=C1)C(N(CCCN(CCCN(C(C1=CC=CC=C1)(C1=CC=CC=C1)C1=CC=CC=C1)C)C)C)=O)C(C)C)C(=O)O 5-(2,6-dimethoxyphenyl)-1-(2-isopropyl-4-(methyl(3-(methyl(3-(methyl(trityl)amino)propyl)amino)propyl)carbamoyl)phenyl)-1H-pyrazole-3-carboxylic acid